BrC1=C2C(COC3(CCOCC3)C2=CC=C1)C 5-bromo-4-methyl-2',3',5',6'-tetrahydrospiro[isochromane-1,4'-pyran]